FC(C1=CC=C(C=C1)CC=1C=2N(C=CC1)N=CC2C(=O)N[C@@H](C)C2=CC=C(C(=O)OC)C=C2)(F)F methyl 4-[(1S)-1-[[4-[[4-(trifluoromethyl)phenyl]methyl]pyrazolo[1,5-a]pyridine-3-carbonyl]amino]ethyl]benzoate